5-[2,3-difluoro-4-[3-methyl-1-[2-oxo-2-(thiazol-2-ylamino)ethyl]pyrazol-4-yl]phenyl]-1-methyl-imidazole-2-carboxamide FC1=C(C=CC(=C1F)C=1C(=NN(C1)CC(NC=1SC=CN1)=O)C)C1=CN=C(N1C)C(=O)N